(R)-N-(1,1-dioxido-2,3-dihydrothiophen-3-yl)-2,4-dimethoxy-6-phenylnicotinamide O=S1(C[C@@H](C=C1)NC(C1=C(N=C(C=C1OC)C1=CC=CC=C1)OC)=O)=O